methyl-4'-chloro-5'-fluoro-2',4-dioxospiro[cyclohexane-1,3'-indoline]-3-carboxylate COC(=O)C1CC2(C(NC3=CC=C(C(=C23)Cl)F)=O)CCC1=O